3-(4-(7,7-difluoro-2-((2S,3R)-3-hydroxy-2-methylazetidin-1-yl)-6,7-dihydro-5H-cyclopenta[d]pyrimidin-4-yl)phenyl)-3-hydroxythietane 1,1-dioxide FC1(CCC2=C1N=C(N=C2C2=CC=C(C=C2)C2(CS(C2)(=O)=O)O)N2[C@H]([C@@H](C2)O)C)F